5-(2,2-difluorocyclobutyl)-1,3,4-thiadiazol-2-amine FC1(C(CC1)C1=NN=C(S1)N)F